ClC1=C(C=2N=C(N=C(C2C=N1)N1CCOC2C(C12)F)OC([2H])([2H])[C@]12CCCN2C[C@@H](C1)F)F 5-(7-Chloro-8-fluoro-2-(((2R,7aS)-2-fluorotetrahydro-1H-pyrrolizin-7a(5H)-yl)methoxy-d2)pyrido[4,3-d]pyrimidin-4-yl)-7-fluoro-2-oxa-5-azabicyclo[4.1.0]heptane